tert-butyl (1-(4-(2-fluoro-3-nitrophenyl)-1-methyl-1H-1,2,3-triazol-5-yl)ethyl)(methyl)carbamate FC1=C(C=CC=C1[N+](=O)[O-])C=1N=NN(C1C(C)N(C(OC(C)(C)C)=O)C)C